N2-[7-(1,2,3,3a,6,6a-hexahydrocyclopenta[c]pyrrol-5-yl)-2,3-dihydrobenzofuran-5-yl]-N4,6-dimethyl-pyrimidine-2,4-diamine C1NCC2C1CC(=C2)C2=CC(=CC=1CCOC12)NC1=NC(=CC(=N1)NC)C